(R)-N-[(5-{2-[(3,4-dimethylphenyl)methoxy]-6-methylphenyl}-2-methylthiophen-3-yl)methylidene]-2-methylpropane-2-sulfinamide CC=1C=C(C=CC1C)COC1=C(C(=CC=C1)C)C1=CC(=C(S1)C)C=N[S@](=O)C(C)(C)C